C1(=CC=CC=C1)C1=NC(=CC(=C1)C1=CC=C(C=C1)N(C)C)C1=CC=CC=C1 2,6-diphenyl-4-(4-dimethylaminophenyl)pyridine